2-phenylbenzyl-2-dimethylamino-1-(4-morpholinebenzylphenyl)-1-butanone C1(=CC=CC=C1)C1=C(CC(C(=O)C2=CC=C(C=C2)CC2=CC=CC=C2N2CCOCC2)(CC)N(C)C)C=CC=C1